OC=1C=C(CC2N(C3=CC=CC=C3C(N2)=O)C=2C=NN(C2)O)C=C(C1)O (3,5-dihydroxybenzyl)-1-(1-hydroxy-1H-pyrazol-4-yl)-2,3-dihydroquinazolin-4(1H)-one